5-chloro-N-[(1S)-3-(cyclopropylamino)-2,3-dioxo-1-[[(3S)-2-oxopyrrolidin-3-yl]methyl]propyl]-2-[[1-(2,2,2-trifluoroethyl)cyclopropane-carbonyl]amino]benzamide ClC=1C=CC(=C(C(=O)N[C@H](C(C(=O)NC2CC2)=O)C[C@H]2C(NCC2)=O)C1)NC(=O)C1(CC1)CC(F)(F)F